(trifluoromethyl)azetidin-3-ol FC(F)(F)N1CC(C1)O